3,4-dimethyl-furan-2,5-dicarboxylic acid CC1=C(OC(=C1C)C(=O)O)C(=O)O